sulfo-1-pentene S(=O)(=O)(O)C=CCCC